FC1=C(C=CC=C1)S(=O)(=O)NC=1C(=NC=C(C1)C=1C=CC=2N=CN=C(C2N1)C=1CCN(CC1)C(\C=C\C(C)=O)=O)OC (E)-2-fluoro-N-(2-methoxy-5-(4-(1-(4-oxopent-2-enoyl)-1,2,3,6-tetrahydropyridin-4-yl)pyrido[3,2-d]pyrimidin-6-yl)pyridin-3-yl)benzenesulfonamide